3-(tert-butyl)-N-(2-methyl-4-(6-(6-methylpyridazin-4-yl)pyrrolo[2,1-f][1,2,4]triazin-4-yl)benzyl)-1,2,4-oxadiazole-5-carboxamide C(C)(C)(C)C1=NOC(=N1)C(=O)NCC1=C(C=C(C=C1)C1=NC=NN2C1=CC(=C2)C2=CN=NC(=C2)C)C